CN1N=C(C=C1NC1=CC=C(C=C1)OC(F)(F)F)C1=CC=C(C(=O)OC)C=C1 Methyl 4-[1-methyl-5-[4-(trifluoromethoxy)anilino]pyrazol-3-yl]benzoat